N-[(1R,3S)-3-{[6-chloro-2-(trifluoromethyl)quinolin-4-yl]amino}cyclohexyl]-1-methyl-3-(propan-2-yl)-1H-pyrazole-4-carboxamide ClC=1C=C2C(=CC(=NC2=CC1)C(F)(F)F)N[C@@H]1C[C@@H](CCC1)NC(=O)C=1C(=NN(C1)C)C(C)C